BrC1=CC=C2C(=NC(N(C2=C1)C1=C(C=CC=C1)Cl)=O)Cl 7-bromo-4-chloro-1-(2-chlorophenyl)quinazoline-2(1H)-one